piperidine-1,2-dicarboxylic acid 2-benzyl 1-(tert-butyl) ester C(C)(C)(C)OC(=O)N1C(CCCC1)C(=O)OCC1=CC=CC=C1